2-(4-chlorobenzyl)-N-(3,4-dimethylphenyl)-8-methyl-4,5-dihydro-2H-furo[2,3-g]indazole-7-carboxamide ClC1=CC=C(CN2N=C3C4=C(CCC3=C2)OC(=C4C)C(=O)NC4=CC(=C(C=C4)C)C)C=C1